C(C1=CC=CC=C1)OC1=CC=C(OCC=O)C=C1 2-(4-benzyloxy-phenoxy)-acetaldehyde